2-amino-4-hydroxy-methyl-pyrimidine NC1=NC=C(C(=N1)O)C